methyl 4-cyclopropylspiro[3H-furo[3,2-c]pyridine-2,1'-cyclopentane]-7-carboxylate C1(CC1)C1=NC=C(C2=C1CC1(CCCC1)O2)C(=O)OC